S1C(=NC2=C1C=CC=C2)C2=NC=1N(C(N(C(C1N2C)=O)CC)=O)CC (benzo[d]thiazol-2-yl)-1,3-diethyl-7-methyl-1H-purine-2,6(3H,7H)-dione